4-(5,5-difluoro-4-hydroxy-3-(trifluoromethyl)-4,5,6,7-tetrahydro-1H-indol-1-yl)benzonitrile FC1(C(C=2C(=CN(C2CC1)C1=CC=C(C#N)C=C1)C(F)(F)F)O)F